N1C=CC2=CC=C(C=C12)NC(OC(C)(C)C)=O tert-butyl N-(1H-indol-6-yl)carbamate